N-fluorenylmethoxycarbonyl-L-4-chlorophenylalanine C1(=CC=CC=2C3=CC=CC=C3CC12)COC(=O)N[C@@H](CC1=CC=C(C=C1)Cl)C(=O)O